6-nitro-quinazolin-4-amine [N+](=O)([O-])C=1C=C2C(=NC=NC2=CC1)N